FC1(CC(C1)C1=NN(C(=C1C)NC(OCC1CC(C1)(F)F)=O)C)F (3,3-difluorocyclobutyl)methyl (3-(3,3-difluorocyclobutyl)-1,4-dimethyl-1H-pyrazol-5-yl)carbamate